CC(CN)CC(CC)C 2,4-dimethylhexylamine